FC=1C=C2C(C(=CN3C2=C(C1F)SCC3)C=O)=O 9,10-difluoro-7-oxo-2,3-dihydro[1,4]thiazino[2,3,4-ij]quinoline-6-carbaldehyde